C(C)NC1C(C(CCC1)C)C N-ethyl-2,3-dimethylcyclohexylamine